C(CCCCCCC)N(C1=CC=C(C=C1)C(=O)C1=CC=C(C=C1)N(CCCCCCCC)CCCCCCCCCCCCCCCC)CCCCCCCCCCCCCCCC bis(4-(n-octyl-n-hexadecylamino)phenyl)methanone